Br.C1(=CC=CC=C1)N1C(NCC1)=N 1-Phenylimidazolin-2-imine Hydrobromide